1-[1-[(3-chloro-4-phenyl-phenyl)methyl]-4-(cyanomethyl)-4-piperidyl]-3-(cyclopropanecarbonylamino)pyrazole-4-carboxamide ClC=1C=C(C=CC1C1=CC=CC=C1)CN1CCC(CC1)(CC#N)N1N=C(C(=C1)C(=O)N)NC(=O)C1CC1